4-α-cumylphenol C(C)(C)(C1=CC=CC=C1)C1=CC=C(C=C1)O